NC1=C(N(N=C1C(F)(F)F)CC1=CC=C(C=C1)OC)C1=C(C=NC(=C1)Br)N 4-[4-amino-2-[(4-methoxyphenyl)methyl]-5-(trifluoromethyl)pyrazol-3-yl]-6-bromo-pyridin-3-amine